1-(3-chloro-2-hydroxymethylphenyl)-3-(3-chloro-5-trifluoromethoxyphenyl)urea ClC=1C(=C(C=CC1)NC(=O)NC1=CC(=CC(=C1)OC(F)(F)F)Cl)CO